3-(5-(3-aminophenyl)isoxazol-3-yl)-3-hydroxy-1-methylpyrrolidin-2-one NC=1C=C(C=CC1)C1=CC(=NO1)C1(C(N(CC1)C)=O)O